NC=1C=C(C=CC1)C(O)C1=CC=C(C2=CC=CC=C12)N(C)C (3-amino-phenyl)-(4-dimethylamino-naphthalen-1-yl)-methanol